C(C)(C)(C)OC(=O)N1CCC2(C[C@@H](OC2=O)CCN2CCN(CC2)C2=CC=C(C=C2)F)CC1 (R)-3-(2-(4-(4-fluorophenyl)piperazin-1-yl)ethyl)-1-oxo-2-oxa-8-azaspiro[4.5]decane-8-carboxylic acid tert-butyl ester